cyclohexane ethanedisulfonate C(CS(=O)(=O)O)S(=O)(=O)O.C1CCCCC1